C(CCCCCCCCC)C1CCC(CC1)NC(=O)CC(C(CC(=O)NC1CCC(CC1)CCCCCCCCCC)C(=O)NC1CCC(CC1)CCCCCCCCCC)C(=O)NC1CCC(CC1)CCCCCCCCCC 1,2,3,4-butanetetracarboxylic acid tetrakis(4-n-decylcyclohexylamide)